1-{[3-(3-fluoro-4-{[2-(propan-2-yl)-1H-imidazol-1-yl]methyl}phenyl)-5-(2-methylpropyl)thiophen-2-yl]sulfonyl}-3-propylurea FC=1C=C(C=CC1CN1C(=NC=C1)C(C)C)C1=C(SC(=C1)CC(C)C)S(=O)(=O)NC(=O)NCCC